6-bromo-2-(fluoromethyl)-N-[(1R)-1-[2-fluoro-3-(trifluoromethyl)phenyl]ethyl]-2,3-dihydroimidazo[1,2-a]pyridine-8-carboxamide BrC=1C=C(C=2N(C1)CC(N2)CF)C(=O)N[C@H](C)C2=C(C(=CC=C2)C(F)(F)F)F